lithium sulfur lithium iron manganese phosphate P(=O)([O-])([O-])[O-].[Mn+2].[Fe+2].[Li+].[S+2].[Li+]